C[C@H](C1=CC=CC=C1)N=C=O R-alpha-methylbenzyl isocyanate